C(C)(=O)N1CC[C@H](C2=CC=CC=C12)NC1=CC=C(C=C1)C#CCN1C(C2=CC=CC=C2C1=O)=O (R)-2-(3-(4-((1-acetyl-1,2,3,4-tetrahydroquinolin-4-yl)amino)phenyl)prop-2-yn-1-yl)isoindoline-1,3-dione